1-(4-(2-(7-isobutyl-2-methylpyrazolo[1,5-a]pyridin-5-yl)-3-isopropyl-1H-indol-5-yl)piperidin-1-yl)-2-methylpropan-2-ol C(C(C)C)C1=CC(=CC=2N1N=C(C2)C)C=2NC1=CC=C(C=C1C2C(C)C)C2CCN(CC2)CC(C)(O)C